2-[(2s,6r)-1-[4-[(2,6-dioxo-3-piperidinyl)amino]-2-fluoro-phenyl]-4-hydroxy-2,6-dimethyl-4-piperidinyl]acetic acid O=C1NC(CCC1NC1=CC(=C(C=C1)N1[C@H](CC(C[C@H]1C)(O)CC(=O)O)C)F)=O